(5-(6-methyl-1,2,4,5-tetrazin-3-yl)-2-(trifluoromethyl)phenyl)methanamine CC1=NN=C(N=N1)C=1C=CC(=C(C1)CN)C(F)(F)F